3-ethyl-8-nitro-1,3,4,5-tetrahydro-2H-benzo[d]azepin-2-one C(C)N1C(CC2=C(CC1)C=CC(=C2)[N+](=O)[O-])=O